tert-butyl 6-(cis-4-(((3R)-3-(((2-(2,6-dioxopiperidin-3-yl)-1,3-dioxoisoindolin-5-yl)oxy)methyl)pyrrolidin-1-yl)methyl)-2-methylpiperidin-1-yl)pyridazine-3-carboxylate O=C1NC(CCC1N1C(C2=CC=C(C=C2C1=O)OC[C@H]1CN(CC1)C[C@@H]1C[C@@H](N(CC1)C1=CC=C(N=N1)C(=O)OC(C)(C)C)C)=O)=O